3-Methyl-7-[(1r,4r)-4-(5-fluoro-1-methyl-1H-1,2,7-triazainden-4-yl)cyclohexyl]-5-{[3-(trifluoromethyl)-2-pyridyl]methyl}-1,4,5-triaza-6(5H)-naphthalenone CC=1C=NC=2C=C(C(N(C2N1)CC1=NC=CC=C1C(F)(F)F)=O)C1CCC(CC1)C1=C2C=NN(C2=NC=C1F)C